4-(2-amino-2-methylpropanoyl)-N-(1-(3-((R)-3-(aminomethyl)pyrrolidin-1-yl)chroman-7-yl)-2-oxo-1,2-dihydropyrimidin-4-yl)piperazine-1-carboxamide hydrochloride Cl.NC(C(=O)N1CCN(CC1)C(=O)NC1=NC(N(C=C1)C1=CC=C2CC(COC2=C1)N1C[C@H](CC1)CN)=O)(C)C